C(C)(=O)NC1=CC(=C(C=C1)N\N=C(\C(=O)OC)/C)Br methyl (E)-2-(2-(4-acetamido-2-bromophenyl)hydrazono)propanoate